ClC1=CC=C(C=C1)C1=NN(CC1C1=CC=CC=C1)C1=NN(C(N1C)=O)CCC1=CC=C(C(=O)N)C=C1 4-(2-[3-[3-(4-chlorophenyl)-4-phenyl-4,5-dihydropyrazol-1-yl]-4-methyl-5-oxo-1,2,4-triazol-1-yl]ethyl)benzamide